Perchloroethen ClC(=C(Cl)Cl)Cl